N1-((1r,3r,5r,7r)-adamantan-2-yl)-N4-((5-(4-chlorophenyl)-1-(2,4-dichlorophenyl)-4-methyl-1H-pyrazol-3-yl)-methyl)butane-1,4-diamine C12C(C3CC(CC(C1)C3)C2)NCCCCNCC2=NN(C(=C2C)C2=CC=C(C=C2)Cl)C2=C(C=C(C=C2)Cl)Cl